N=1C=NN2C1C=C(C=C2)OC2=CC(=C(C=C2C)NC2=NC=NC1=CC(=C(C=C21)NC(C#CC)=O)OC)OC N-(4-((4-([1,2,4]triazolo[1,5-a]pyridin-7-yloxy)-2-methoxy-5-methylphenyl)amino)-7-methoxy-quinazolin-6-yl)but-2-ynamide